FC(C1=C2C=C(NC2=CC=C1)C(=O)OC)(F)F methyl 4-(trifluoromethyl)-1H-indole-2-carboxylate